2-(1-(2-(6-(Trifluoromethyl)imidazo[1,2-a]pyrazin-3-yl)pyrimidin-4-yl)pyrrolidin-3-yl)acetamide FC(C=1N=CC=2N(C1)C(=CN2)C2=NC=CC(=N2)N2CC(CC2)CC(=O)N)(F)F